2-tert-Butylcyclohexyl acetate C(C)(=O)OC1C(CCCC1)C(C)(C)C